N,N-bis(propan-2-yl)-3-(4,5,6,7-tetrafluoro-1H-1,3-benzodiazol-2-yl)propenamide CC(C)N(C(C=CC1=NC2=C(N1)C(=C(C(=C2F)F)F)F)=O)C(C)C